O1CCC(=CC1)C=1N=C2C(=NC1)N(C=C2C=2CCN(CC2)C(=O)OC(C)(C)C)COCC[Si](C)(C)C tert-Butyl 4-[2-(3,6-dihydro-2H-pyran-4-yl)-5-(2-trimethylsilylethoxymethyl)pyrrolo[2,3-b]pyrazin-7-yl]-3,6-dihydro-2H-pyridine-1-carboxylate